NN1C(CN(CC1)C(=O)OCCCC)=O butyl 4-amino-3-oxopiperazine-1-carboxylate